FC(S(=O)(=O)OC=1C(=C2C(=C(N1)C=1C=C3C=NN(C3=CC1)C)SC=C2)C2=C(C=C(C=C2OCCOC)F)F)(F)F [4-[2,4-difluoro-6-(2-methoxyethoxy) phenyl]-7-(1-methylindazol-5-yl) thieno[2,3-c]pyridin-5-yl] trifluoromethanesulfonate